C(=O)C1C(C1)C=1C=C(C=CC1)CCC(=O)OC methyl 3-(3-(2-formylcyclopropyl)phenyl)propanoate